N1(CCC1)CCC1=NN(C(C(=C1)C(F)(F)F)=O)[C@H](C(=O)OC)CC(C)C methyl (S)-2-(3-(2-(azetidin-1-yl) ethyl)-6-oxo-5-(trifluoromethyl) pyridazin-1(6H)-yl)-4-methylpentanoate